C1(CC1)C[C@@H](C(=O)N[C@H](C(=O)OC)C[C@H]1C(NC(C1)(C)C)=O)NC(=O)C=1NC(=C(C1)C)C (S)-methyl 2-((S)-3-cyclopropyl-2-(4,5-dimethyl-1H-pyrrole-2-carboxamido)propanamido)-3-((R)-5,5-dimethyl-2-oxopyrrolidin-3-yl)propanoate